C(CCCCCCCCCC)OC(CCCCC)=O hexanoic acid-undecyl ester